C1=CC=C(C=2SC3=C(C21)C=CC=C3)C3=NC=NC(=N3)C3=CC=CC=C3 4-(dibenzo[b,d]thiophen-4-yl)-6-phenyl-1,3,5-triazine